ClC1=CC=C(COC2=CC=C3C=C(NC3=C2)CNC(=O)C2(CC2)C)C=C1 N-((6-((4-chlorobenzyl)oxy)-1H-indol-2-yl)methyl)-1-methylcyclopropane-1-carboxamide